COC=1C(=NC=2N(C1)N=CC2)N2C(OCC2(C)C)=O 3-(6-methoxypyrazolo[1,5-a]pyrimidin-5-yl)-4,4-dimethyloxazolidin-2-one